3-((3-exo)-3-((1-((5-methyl-1H-pyrazol-3-yl)amino)imidazo[1,5-a]pyrazin-3-yl)amino)-8-azabicyclo[3.2.1]octan-8-yl)propionitrile CC1=CC(=NN1)NC=1N=C(N2C1C=NC=C2)NC2CC1CCC(C2)N1CCC#N